C(C(=C)C)(=O)OCCN(C(=O)OCC)CCCCN(C(=O)OCC)CCOC(C(=C)C)=O di(methacryloxyethyl)-tetramethylenediurethane